N1C(=C(C=C2C=CC3=CC=4C(=NC3=C12)C=NN4)C#N)C#N pyrazolo[1,10]phenanthroline-2,3-dinitrile